ClC1=C(C(=O)NC2CC2)C=C(C=C1)C=1N=NN(C1)C=1N(N=C(C1C)OC)C 2-chloro-N-cyclopropyl-5-[1-(5-methoxy-2,4-dimethyl-pyrazol-3-yl)triazol-4-yl]benzamide